COC(=O)C(\C(=C\C)\C)C(=O)OC (E)-2-Methyl-but-2-enedicarboxylic acid dimethyl ester